FC=1C=CC(=NC1)C1=NN(C=C1C1=C2C(=NC=C1)NC(=C2)C2COC2)C 4-(3-(5-Fluoropyridin-2-yl)-1-methyl-1H-pyrazol-4-yl)-2-(oxetan-3-yl)-1H-pyrrolo[2,3-b]pyridine